C1(CCCCC1)C1=CC=C2N=C3C(C4=C(C(C3=NC2=C1)=O)N=CC=C4)=O 9-Cyclohexylpyrido[2,3-b]phenazin-5,12-dion